ClC1=C(C=2N=C(N=CC2C(=N1)N(C)C1CC1)SC)F 7-chloro-N-cyclopropyl-8-fluoro-N-methyl-2-(methylthio)pyrido[4,3-d]pyrimidin-5-amine